hexyl-D-biotinamide hydrochloric acid salt Cl.C(CCCCC)C(C(=O)N)CCC[C@@H]1SC[C@@H]2NC(=O)N[C@H]12